(S,S)-N-(8,9-difluoro-4-hydroxy-6-oxo-1,4,5,6-tetrahydro-2H-pyrano[3,4-c]isoquinolin-1-yl)-6-(difluoromethyl)-5-fluoro-N-methyl-1H-indole-2-carboxamide FC=1C(=CC=2C3=C(NC(C2C1)=O)[C@H](OC[C@H]3N(C(=O)C=3NC1=CC(=C(C=C1C3)F)C(F)F)C)O)F